C(CC=1OCC(N1)(C)C)C=1OCC(N1)(C)C 2,2'-ethylene-bis-(4,4'-dimethyl-2-oxazoline)